C1=CC=CC=2C3=CC=CC=C3C(C12)(C1=CC=C(C=C1)N(C1=CC=C(C=C1)C1=CC=CC=C1)C1=CC=C(C=C1)C1=CC=CC=C1)C1=CC=C(C=C1)N(C1=CC=C(C=C1)C1=CC=CC=C1)C1=CC=C(C=C1)C1=CC=CC=C1 N,N'-((9H-fluorene-9,9-diyl)bis(4,1-phenylene))bis(N-([1,1-biphenyl]-4-yl)-[1,1'-biphenyl]-4-amine)